2-(hydroxyimino)-propanoate ON=C(C(=O)[O-])C